methyl 2-(1-(4-(6-((4-chloro-2-fluorobenzyl) oxy) pyridin-2-yl) piperazin-1-yl) ethyl)-3-(((S)-oxetan-2-yl) methyl)-3H-imidazo[4,5-b]pyridine-5-carboxylate ClC1=CC(=C(COC2=CC=CC(=N2)N2CCN(CC2)C(C)C2=NC=3C(=NC(=CC3)C(=O)OC)N2C[C@H]2OCC2)C=C1)F